N-(2,6-Dimethoxy-pyrimidin-4-yl)-4-(2,5-dimethyl-3-(2-(piperidin-1-yl)acetyl)-1H-pyrrol-1-yl)benzene-sulfonamide COC1=NC(=CC(=N1)NS(=O)(=O)C1=CC=C(C=C1)N1C(=C(C=C1C)C(CN1CCCCC1)=O)C)OC